C(C)(C)(C)OC(=O)NCCCC[C@@H](C(=O)OC)NC(CCCNC(=O)N1C=CC2=C1N=CN=C2N(C)[C@H]2CN(CC[C@H]2C)C(CC#N)=O)=O methyl (2S)-6-(tert-butoxycarbonylamino)-2-[4-[[4-[[(3R,4R)-1-(2-cyanoacetyl)-4-methyl-3-piperidyl]-methyl-amino]pyrrolo[2,3-d]pyrimidine-7-carbonyl]amino]butanoylamino]hexanoate